6-(2,3-Dichlorobenzyl)-1-methoxycarbonylamino-4-oxo-1,4-dihydroquinoline-3-carboxylic acid ClC1=C(CC=2C=C3C(C(=CN(C3=CC2)NC(=O)OC)C(=O)O)=O)C=CC=C1Cl